[F].C(C=C)(=O)OCC ethyl acrylate Fluorine